2,4-dichloro-N-(2-(5-(5-(2-cyclopentylethyl)-1,2,4-oxadiazol-3-yl)-1H-benzo[d]imidazol-1-yl)ethyl)benzamide ClC1=C(C(=O)NCCN2C=NC3=C2C=CC(=C3)C3=NOC(=N3)CCC3CCCC3)C=CC(=C1)Cl